(S)-(5-chloro-6-morpholinopyrazolo[1,5-a]pyridin-3-yl)(4-(5-fluorobenzo[d]oxazol-2-yl)-6,7-dihydro-1H-imidazo[4,5-c]pyridin-5(4H)-yl)methanone ClC1=CC=2N(C=C1N1CCOCC1)N=CC2C(=O)N2[C@@H](C1=C(CC2)NC=N1)C=1OC2=C(N1)C=C(C=C2)F